NC1=C2N=CN(C2=NC=N1)[C@H]1C[C@@H]2OP(OC[C@H]2O1)(OCCC1=CC=CC=C1)=O (4aR,6R,7aS)-6-(6-Amino-9H-purin-9-yl)-2-phenethoxytetrahydro-4H-furo[3,2-d][1,3,2]dioxaphosphinine 2-oxide